C(C)(C)(C)OC(=O)N[C@H](CC(C)C)C(=O)O t-butoxycarbonyl-D-leucine